(2-(3,5-bis(2-(methylsulfonyl)pyrimidin-5-yl)benzamido)ethyl)carbamate CS(=O)(=O)C1=NC=C(C=N1)C=1C=C(C(=O)NCCNC([O-])=O)C=C(C1)C=1C=NC(=NC1)S(=O)(=O)C